(2-(Benzyloxy)-6-((7-(benzyloxy)-6-methoxy-1,2,3,4-tetrahydroisoquinolin-1-yl-1-d)methyl)-3-(methoxy-d3)phenyl)methanol C(C1=CC=CC=C1)OC1=C(C(=CC=C1OC([2H])([2H])[2H])CC1(NCCC2=CC(=C(C=C12)OCC1=CC=CC=C1)OC)[2H])CO